CS(=O)(=O)O[C@@H]1CN(CC1)C(=O)OC(C)(C)C tert-butyl (S)-3-((methyl sulfonyl)oxy)pyrrolidine-1-carboxylate